9H-Fluoren-9-ylmethyl-[3-({(1R)-1-[1-benzyl-4-(2,5-difluorophenyl)-1H-pyrrol-2-yl]-2,2-dimethylpropyl}amino)propyl]carbamate C1=CC=CC=2C3=CC=CC=C3C(C12)COC(NCCCN[C@H](C(C)(C)C)C=1N(C=C(C1)C1=C(C=CC(=C1)F)F)CC1=CC=CC=C1)=O